C(C)(C)(C)OC(C(C)(C)C1=CC=C(C=C1)NC1=C(N=NC(=C1)Cl)C(=O)OC)=O Methyl 4-((4-(1-(tert-butoxy)-2-methyl-1-oxopropan-2-yl)phenyl)amino)-6-chloropyridazine-3-carboxylate